pyrrolo[1,2-a]pyrazin-6-amine C=1C=2N(C=CN1)C(=CC2)N